ClC1=C(C=C2C(C(NC2=C1)=O)=C(O)C1=CC(=NO1)C)C1=CC=C(C=C1)Cl 6-Chloro-5-(4-chloro-phenyl)-3-[1-hydroxyl-(3-methyl-isoxazol-5-yl)-methylidene]-1,3-dihydro-indol-2-one